5-pregnen-3β-ol-20-one CC(=O)[C@H]1CC[C@@H]2[C@@]1(CC[C@H]3[C@H]2CC=C4[C@@]3(CC[C@@H](C4)O)C)C